CC(CCC1=C(C=C(C=C1O)C)O)CCCC(C)C 2-(3,7-Dimethyloctyl)-5-methylbenzene-1,3-diol